2-(4-(4-(2-fluoro-4-nitrophenyl)piperazin-1-yl)piperidin-1-yl)ethan-1-ol FC1=C(C=CC(=C1)[N+](=O)[O-])N1CCN(CC1)C1CCN(CC1)CCO